COC(=O)C1=CC2=C(OCCN2C2CN(CC2)C(=O)OCC2=CC=CC=C2)C=C1Br 4-(1-((benzyloxy)carbonyl)pyrrolidin-3-yl)-7-bromo-3,4-dihydro-2H-benzo[b][1,4]Oxazine-6-carboxylic acid methyl ester